COC(C1=CC(=C(C=C1)NC(=O)C1CC1)OC)=O 4-(cyclopropanecarboxamido)-3-methoxybenzoic acid methyl ester